C(=O)OCCO (β-hydroxyethyl) formate